ClC=1C=NC=CC1NC(=O)N1CCC(CC1)C(C)(C)S(=O)(=O)C1=CC(=CC=C1)F N-(3-chloro-pyridin-4-yl)-4-(2-((3-fluorophenyl)sulfonyl)propan-2-yl)piperidine-1-carboxamide